COC1(CC(C(C1)C)C)OC 1,1-dimethoxy-3,4-dimethyl-cyclopentane